4-(aminomethyl)-1-(5-((2,3-dichlorophenyl)thio)-3-(hydroxymethyl)-6-methylpyrazin-2-yl)piperidine-4-carbonitrile NCC1(CCN(CC1)C1=NC(=C(N=C1CO)SC1=C(C(=CC=C1)Cl)Cl)C)C#N